C1(CC1)C1=NN(C=N1)C1CC2(CN(C2)C(=O)N2CC3(C2)CN(C3)CC=3SC(=NN3)C(F)(F)F)C1 [6-(3-cyclopropyl-1,2,4-triazol-1-yl)-2-azaspiro[3.3]heptan-2-yl]-[6-[[5-(trifluoromethyl)-1,3,4-thiadiazol-2-yl]methyl]-2,6-diazaspiro[3.3]heptan-2-yl]methanone